C(C)OC(C(C(C(=O)OCC)CC(C)C)CC(C)C)=O diethyl-2,3-diisobutylsuccinate